FC=1N=NC(=CC1)C(F)(F)F 3-fluoro-6-(trifluoromethyl)pyridazine